4-Methoxy-N-[4-[4-(3-methyl-4-pyridyl)piperazin-1-yl]phenyl]benzamid COC1=CC=C(C(=O)NC2=CC=C(C=C2)N2CCN(CC2)C2=C(C=NC=C2)C)C=C1